COC=1C=C(C=NC1OCC=1C=NC(=CC1)C)NC1=C(C=2N=C(C=NC2C=C1)N1CCOCC1)C#N 6-((5-methoxy-6-((6-methylpyridin-3-yl)methoxy)pyridine-3-yl)amino)-3-morpholinoquinoxaline-5-carbonitrile